C(C)(C)(C)C=1C=C(C(O)=CC1)O 4-tertbutyl-catechol